2-(4-mercaptophenyl)acetic acid SC1=CC=C(C=C1)CC(=O)O